BrC=1N=C(N(N1)C1=NC=C(C=C1)Cl)[C@@H](C)NC(C1=CC(=CC(=C1)C(F)(F)F)Cl)=O |r| racemic-N-[1-[5-bromo-2-(5-chloro-2-pyridyl)-1,2,4-triazol-3-yl]ethyl]-3-chloro-5-(trifluoromethyl)benzamide